FC1=CC=C(C=C1)C1=C(N=C(C2=CC3=C(C=C12)C=NN3)OC3CC1(C3)C(N(CC1)CC(=O)O)=O)C(C)C 2-[2-[[5-(4-fluorophenyl)-6-isopropyl-1H-pyrazolo[4,3-g]isoquinolin-8-yl]oxy]-5-oxo-6-azaspiro[3.4]oct-6-yl]acetic acid